N1=C(C=CC=C1)C(S(=O)(=O)C1=CC=C(C)C=C1)[N+]#[C-] 1-PYRIDIN-2-YL-1-TOSYLMETHYL ISOCYANIDE